(E)-3-(3-nitrophenyl)-propenyl bromide [N+](=O)([O-])C=1C=C(C=CC1)C/C=C/Br